tert-butyl (S)-3-amino-3-(3-chloro-2-methylphenyl)pyrrolidine-1-carboxylate N[C@]1(CN(CC1)C(=O)OC(C)(C)C)C1=C(C(=CC=C1)Cl)C